FC1=C(C(=C(C2=CC=C(C=C12)OC)F)O)N1CC(NS1(=O)=O)=O 5-(1,4-difluoro-3-hydroxy-7-methoxynaphthalen-2-yl)-1λ6,2,5-thiadiazolidine-1,1,3-trione